[1,2]oxaphosphinane O1PCCCC1